9-Fluoro-3-iodo-8-methoxy-2-(trifluoromethyl)-4H-pyrido[1,2-a]pyrimidin-4-one FC1=C(C=CN2C1=NC(=C(C2=O)I)C(F)(F)F)OC